3-chloropropyl chloroformate ClC(=O)OCCCCl